ClC1=CC=C2C(=N1)N(N=C2C=2C(=NC(=CC2)OCC2=CC=CC=C2)OCC2=CC=CC=C2)C 6-chloro-3-(2,6-dibenzyloxy-3-pyridyl)-1-methyl-pyrazolo[3,4-b]pyridine